2'-chloro-N-(5-(((1r,4r)-4-fluorocyclohexyl)methoxy)-1,3,4-thiadiazol-2-yl)-5'-methoxy-6-methyl-(4,4'-bipyridine)-3-carboxamide ClC1=NC=C(C(=C1)C1=C(C=NC(=C1)C)C(=O)NC=1SC(=NN1)OCC1CCC(CC1)F)OC